2-{4-[5-chloro-2-(4,5-dihydro-1,2-oxazol-3-yl)phenyl]-5-methoxy-2-oxopyridin-1(2H)-yl}-4-methoxy-N-(2-methyl-2H-indazol-5-yl)butanamide ClC=1C=CC(=C(C1)C1=CC(N(C=C1OC)C(C(=O)NC1=CC2=CN(N=C2C=C1)C)CCOC)=O)C1=NOCC1